ClCCC1=C(N=C2N(C1=O)C=CC=C2O)C 3-(2-chloroethyl)-9-hydroxy-2-methyl-4H-pyrido[1,2-a]pyrimidin-4-one